Cl.FC=1C(=CC=2C[C@H]3OCCN[C@H]3C2C1)C(F)(F)F (4aS,9aR)-6-fluoro-7-(trifluoromethyl)-2,3,4,4a,9,9a-hexahydroindeno[2,1-b][1,4]oxazine hydrochloride